4-((4-fluoro-styryl)sulfonyl)-3,5-dimethylisoxazole FC1=CC=C(C=CS(=O)(=O)C=2C(=NOC2C)C)C=C1